BrC=1C2(C3=CC=CC=C3C1)CCC1(CC2)NC(NC1=O)=O (1's,1''s)-2''-bromodispiro[imidazolidine-4,1'-cyclohexane-4',1''-indene]-2,5-dione